4-(1-((4,4-difluorocyclohexyl)methyl)-3-methyl-4-(trifluoromethyl)-1H-pyrazole-5-carboxamido)-6-methylpicolinamide FC1(CCC(CC1)CN1N=C(C(=C1C(=O)NC1=CC(=NC(=C1)C)C(=O)N)C(F)(F)F)C)F